C1(CCCCC1)[C@@H]1C[C@H](N(C1)C(=O)C=1NC2=C(C=CC=C2C1)F)C(=O)N[C@H](CO)C[C@H]1C(NCC1)=O (2S,4S)-4-cyclohexyl-1-(7-fluoro-1H-indole-2-carbonyl)-N-((S)-1-hydroxy-3-((S)-2-oxopyrrolidin-3-yl)propan-2-yl)pyrrolidine-2-carboxamide